4-(6-Fluoro-1-(2-methoxyethyl)-1H-benzo[d]imidazol-2-ylamino)-N-hydroxybenzoamide FC=1C=CC2=C(N(C(=N2)NC2=CC=C(C(=O)NO)C=C2)CCOC)C1